(E)-6-amino-2-mercapto-5-(((5-nitrothiophen-2-yl)methylene)amino)pyrimidin-4-ol NC1=C(C(=NC(=N1)S)O)/N=C/C=1SC(=CC1)[N+](=O)[O-]